COC1=C(C(=CC=C1)OC)S(=O)(=O)NC1=NOC2=C1C(=CC(=C2)C2=C(C=CC=C2)OC)OC 2,6-dimethoxy-N-(4-methoxy-6-(2-methoxyphenyl)benzo[d]isoxazol-3-yl)benzenesulfonamide